(2',6'-dimethoxy-[1,1'-biphenyl]-2-yl)phosphine COC1=C(C(=CC=C1)OC)C1=C(C=CC=C1)P